3-Phenyl-N-(4'-(5-(trifluoromethyl)-1,2,4-oxadiazol-3-yl)-[2,2'-bipyridin]-4-yl)propanamide C1(=CC=CC=C1)CCC(=O)NC1=CC(=NC=C1)C1=NC=CC(=C1)C1=NOC(=N1)C(F)(F)F